(R)-5-([1,2,4]triazolo[1,5-a]pyridin-6-yl)-N-(3,3-difluoropiperidin-4-yl)-4-methoxypyrrolo[2,1-f][1,2,4]triazin-2-amine N=1C=NN2C1C=CC(=C2)C=2C=CN1N=C(N=C(C12)OC)N[C@H]1C(CNCC1)(F)F